N1C=CC=2C1=NC=C(C2)C2=CC=C(C=C2)CCCNC(=O)C2=CC(=NN2C)C N-(3-(4-(1H-pyrrolo[2,3-b]pyridin-5-yl)phenyl)propyl)-1,3-dimethyl-1H-pyrazole-5-carboxamide